5-(3,6-dimethylpyridazin-4-yl)-2-(1-(4-ethoxy-5-methylpyridin-2-yl)ethyl)-7-(2-(ethyl(methyl)amino)ethyl)-3,4-dihydroisoquinolin-1(2H)-one CC=1N=NC(=CC1C1=C2CCN(C(C2=CC(=C1)CCN(C)CC)=O)C(C)C1=NC=C(C(=C1)OCC)C)C